N4-[2-(5-chloro-2,4-difluoro-phenyl)pyrimidin-4-yl]-N2-(4-morpholinophenyl)pyrimidine-2,4-diamine ClC=1C(=CC(=C(C1)C1=NC=CC(=N1)NC1=NC(=NC=C1)NC1=CC=C(C=C1)N1CCOCC1)F)F